O.Br.Br.Br[Pt](Br)(Br)Br bromoplatinic acid